((5-(3-fluoro-4-methoxyphenyl)-6-isopropyl-1H-pyrazolo[4,3-g]isoquinolin-8-yl)imino)dimethyl-λ6-sulfanone FC=1C=C(C=CC1OC)C1=C(N=C(C2=CC3=C(C=C12)C=NN3)N=S(=O)(C)C)C(C)C